ClC1=CC2=C(N(C=N2)CC2(CCNCC2)F)C(=C1)C1=C2C(=NC=C1)C=C(S2)CN2C(C1C(C1C2=O)(C)C)=O 3-((7-(5-Chloro-1-((4-fluoropiperidin-4-yl)methyl)-1H-benzo[d]imidazol-7-yl)thieno[3,2-b]pyridin-2-yl)methyl)-6,6-dimethyl-3-azabicyclo[3.1.0]hexane-2,4-dione